O=C(CCCCCCCCCCC(=O)OCC(COC(CCCCCCCCCCC(CCCCCC)=O)=O)OC(CCCCCCCCCCC(CCCCCC)=O)=O)CCCCCC Propane-1,2,3-triyl tris(12-oxooctadecanoate)